O.S(=O)(=O)([O-])[O-].[V+4].S(=O)(=O)([O-])[O-] vanadium(IV) sulfate hydrate